4-Fluoro-5-[3-methyl-2,6-dioxo-4-(trifluoromethyl)-3,6-dihydropyrimidin-1(2H)-yl]-2-nitrophenoxycyclopropanecarboxylic acid FC1=CC(=C(OC2(CC2)C(=O)O)C=C1N1C(N(C(=CC1=O)C(F)(F)F)C)=O)[N+](=O)[O-]